ClC1(CC1)[C@](CN1N=CN=C1)(CC[C@@H]1C(C1)(Cl)Cl)O (2R)-2-(1-chlorocyclopropyl)-4-[(1S)-2,2-dichlorocyclopropyl]-1-(1H-1,2,4-triazol-1-yl)butan-2-ol